(S)-3-(1H-indol-3-yl)-1-oxo-1-((S)-2-((S)-1-phenyl-2-(pyridin-2-yl)ethylcarbamoyl)pyrrolidin-1-yl)propan-2-ylcarbamic acid tert-butyl ester C(C)(C)(C)OC(N[C@H](C(N1[C@@H](CCC1)C(N[C@@H](CC1=NC=CC=C1)C1=CC=CC=C1)=O)=O)CC1=CNC2=CC=CC=C12)=O